C=C(C)[C@H](C)CC[C@@H](C)[C@H]1CC[C@H]2[C@@H]3CCC4C[C@H](CC[C@]4(C)[C@H]3CC[C@]12C)O (24R)-Ergosta-en-3β-ol